[Si](C)(C)(C(C)(C)C)OC1(CC1)CCCCO 4-(1-((tert-Butyldimethylsilyl)oxy)cyclopropyl)butan-1-ol